6-hydroxy-1,7-dimethyl-N-(4-methyl-1,1-dioxidotetrahydro-2H-thiopyran-4-yl)-1H-benzo[d]imidazole-2-carboxamide OC=1C=CC2=C(N(C(=N2)C(=O)NC2(CCS(CC2)(=O)=O)C)C)C1C